O[C@@H]1C[C@@H](CC1)NC(OC(C)(C)C)=O |r| tert-butyl [rac-(1R,3S)-3-hydroxycyclopentyl]carbamate